ClC1=CC=C(C=C1)[C@H](CC(=O)OCC)N1[C@@](C2=C(C=C(C=C2C1=O)C(=O)C1=NC=CC=C1)F)(OC)C1=CC=C(C=C1)Cl Ethyl (3S)-3-(4-chlorophenyl)-3-[(1R)-1-(4-chlorophenyl)-7-fluoro-1-methoxy-3-oxo-5-(pyridine-2-carbonyl)-2,3-dihydro-1H-isoindol-2-yl]propanoate